1-tert-butyloxycarbonyl-4-bromo-1H-pyrrolo[2,3-c]Pyridine-2-carboxylic acid methyl ester COC(=O)C1=CC=2C(=CN=CC2Br)N1C(=O)OC(C)(C)C